CC=1C=C2C=CC(=NC2=CC1)C=CC1=NC2=CC=C(C=C2C=C1)C 1,2-bis(6-methylquinoline-2-yl)ethylene